N-(6-((2-((5-bromo-2-methoxy-4-(4-(4-methylpiperazin-1-yl)piperidin-1-yl)phenyl)Amino)-5-chloropyrimidin-4-yl)amino)-2,3-dihydrobenzofuran-5-yl)-N-methylmethanesulfonamide BrC=1C(=CC(=C(C1)NC1=NC=C(C(=N1)NC1=CC2=C(CCO2)C=C1N(S(=O)(=O)C)C)Cl)OC)N1CCC(CC1)N1CCN(CC1)C